ClC=1C=C2C=3C=C(C=C(C3NC2=CC1)OCCNC(OC(C)(C)C)=O)NC1=CC=C(C=C1)Cl tert-Butyl (2-((6-chloro-3-((4-chlorophenyl)amino)-9H-carbazol-1-yl)oxy)ethyl)carbamate